tert-butyl (R)-(5-amino-5-(3-benzyl-1,2,4-oxadiazol-5-yl)pentyl)carbamate N[C@H](CCCCNC(OC(C)(C)C)=O)C1=NC(=NO1)CC1=CC=CC=C1